1,8-diazaspiro[4.5]dec-3-ene-1-carboxamide N1(CC=CC12CCNCC2)C(=O)N